C(#C)C1=C(C=CC=C1)C1=CC(=NC=C1C(=O)NC=1SC(=NN1)OCC1=NC=C(C=C1)C(C)(C)O)C 4-(2-ethynylphenyl)-N-(5-((5-(2-hydroxypropan-2-yl)pyridin-2-yl)methoxy)-1,3,4-thiadiazol-2-yl)-6-methylnicotinamide